tert-butyl (R)-3-((4-nitro-1H-pyrazol-1-yl)(phenyl)methyl)azetidine-1-carboxylate [N+](=O)([O-])C=1C=NN(C1)[C@H](C1CN(C1)C(=O)OC(C)(C)C)C1=CC=CC=C1